[Br-].C(#N)CC1=C(C=C(C[Zn+])C=C1)F (4-(cyanomethyl)-3-fluorobenzyl)zinc (II) bromide